N-(3-(1H-Imidazol-4-yl)propyl)-5,7-diphenylpyrazolo[1,5-a]pyrimidine-2-carboxamide N1C=NC(=C1)CCCNC(=O)C1=NN2C(N=C(C=C2C2=CC=CC=C2)C2=CC=CC=C2)=C1